P(=O)(O)(O)OC1=C(C(=O)O)C=CC=C1 (phosphonooxy)benzoic acid